2-chloro-1-(2-ethoxyethyl)-6-methoxy-1H-indole-3-carboxaldehyde ClC=1N(C2=CC(=CC=C2C1C=O)OC)CCOCC